3-(4-chlorophenyl)-2-fluoro-3-hydroxypropionamide ClC1=CC=C(C=C1)C(C(C(=O)N)F)O